N-(2-(difluoromethoxy)-4-(4-methyl-4H-1,2,4-triazol-3-yl)phenyl)-8-(4-methoxy-4-methylpiperidin-1-yl)-6-methylpyrido[3,4-d]pyrimidin-2-amine FC(OC1=C(C=CC(=C1)C1=NN=CN1C)NC=1N=CC2=C(N1)C(=NC(=C2)C)N2CCC(CC2)(C)OC)F